BrC1=CC=C(C=C1)C1CO1 4-bromophenyl-ethylene oxide